C(#N)C1=CC=C(C=C1)NC(C(C1=C(C=CC=2N1C=NC2)C2=CC=CC=C2)O)=O N-(4-cyanophenyl)-2-hydroxy-2-(6-phenylimidazo[1,5-a]pyridin-5-yl)acetamide